5-{2-acetamidoimidazo[1,2-b]pyridazin-6-yl}-2,6-dimethyl-N-{[3-(trifluorometh-oxy)phenyl]methyl}pyridine-3-carboxamide C(C)(=O)NC=1N=C2N(N=C(C=C2)C=2C=C(C(=NC2C)C)C(=O)NCC2=CC(=CC=C2)OC(F)(F)F)C1